CN1C(N(C2=NC(=NC=C12)C1=CC=CC=C1)CC1=CC=C(C=C1)C=1N(C=C(N1)C(F)(F)F)C)=N 7-methyl-9-(4-(1-methyl-4-(trifluoromethyl)-1H-imidazol-2-yl)benzyl)-2-phenyl-7,9-dihydro-8H-purin-8-imine